5-(isopentenyl-aminomethyl)uridine C(CC(=C)C)C(C=1C(NC(N([C@H]2[C@H](O)[C@H](O)[C@@H](CO)O2)C1)=O)=O)N